2-((N-methylsulfamoyl)amino)-N-((5-phenyl-1H-pyrazol-3-yl)methyl)thiazole-4-carboxamide CNS(=O)(=O)NC=1SC=C(N1)C(=O)NCC1=NNC(=C1)C1=CC=CC=C1